CC(C=CCCCCCCCCCCC)=O Pentadecan-3-en-2-one